5-ethoxy-4'-(trifluoromethyl)-1,6-dihydro-[1,1'-biphenyl]-3(2H)-one C(C)OC1=CC(CC(C1)C1=CC=C(C=C1)C(F)(F)F)=O